(E)-2-(2-nitropropenyl)furan [N+](=O)([O-])/C(=C/C=1OC=CC1)/C